ethyl 2-methyl-4-oxo-2,4,5,6-tetrahydrocyclopenta[c]pyrrole-1-carboxylate CN1C(=C2C(=C1)C(CC2)=O)C(=O)OCC